FC(C=1C=C(C=C(C1)C(F)(F)F)[C@@H]1[C@@H](NC(O1)=O)C)(F)F (4S,5R)-5-(3,5-bis(trifluoromethyl)phenyl)-4-methyl-2-oxooxazolidine